ClC1=C(NC2=NC=C(C=C21)C=2C=C1N(N2)CCC12CN(C2)C(=O)NCC)C 2'-(3-chloro-2-methyl-1H-pyrrolo[2,3-b]pyridin-5-yl)-N-ethyl-5',6'-dihydrospiro[azetidine-3,4'-pyrrolo[1,2-b]pyrazole]-1-carboxamide